ClC1=CC=C(C=C1)[Si](O)(C1=CC=C(C=C1)Cl)C1=CC=C(C=C1)Cl tris[(4-chloro)phenyl]silanol